2-{3-[(2R,6S)-2,6-Dimethylmorpholin-4-carbonyl]-5,6-dihydrocyclopenta[c]pyrazol-1(4H)-yl}-1-[(3R,4R)-3-methyl-4-phenylpiperidin-1-yl]ethan-1-on C[C@@H]1CN(C[C@@H](O1)C)C(=O)C=1C2=C(N(N1)CC(=O)N1C[C@@H]([C@@H](CC1)C1=CC=CC=C1)C)CCC2